C(CCCCCCCCCCC)OC(=O)CCCNC=C N-(dodecyloxycarbonylpropyl)vinylamine